4-(2-((((1S,4S)-4-(4-amino-3-(difluoromethyl)-1H-pyrazol-1-yl)-1-hydroxycyclohexyl)methyl) (Methyl)amino)ethyl)piperidine-1-carboxylate NC=1C(=NN(C1)C1CCC(CC1)(O)CN(CCC1CCN(CC1)C(=O)[O-])C)C(F)F